3-(4-chlorophenyl)-2-methoxy-3-oxopropanenitrile ClC1=CC=C(C=C1)C(C(C#N)OC)=O